3-glucopyranosylpurine C1([C@H](O)[C@@H](O)[C@H](O)[C@H](O1)CO)N1C=NC=C2N=CN=C12